C[N+]1=C(SC2=C1C=CC=C2)C=CN(C(C)=O)C2=CC=CC=C2 3-methyl-2-(2-(N-phenylacetamido)vinyl)benzo[d]thiazol-3-ium